5-((5-bromo-7-((2-(methylamino)-1H-imidazol-1-yl)methyl)-1-oxo-3,4-dihydroisoquinolin-2(1H)-yl)methyl)-3-ethoxypicolinonitrile BrC1=C2CCN(C(C2=CC(=C1)CN1C(=NC=C1)NC)=O)CC=1C=C(C(=NC1)C#N)OCC